C(C)(C)C1=C(C(=CC(=C1)C(C)C)C(C)C)S(=O)[O-].[Na+] sodium 2,4,6-triisopropylbenzenesulfinate